2-fluoro-3-(trifluoromethyl)benzamide FC1=C(C(=O)N)C=CC=C1C(F)(F)F